C[C@@H]1[C@@H](C[C@@]1(OC=1C=2N(C=C(N1)C=1C=NN(C1)C)N=CC2)C)N(C(C=C)=O)C N-((1R,2R,3S)-2,3-dimethyl-3-((6-(1-methyl-1H-pyrazol-4-yl)pyrazolo[1,5-a]pyrazin-4-yl)oxy)cyclobutyl)-N-methylacrylamide